C[C@@H]1N(CC=2N(C1)N=CC2N2S(CN(C=C2)C(=O)OCC2=CC=CC=C2)(=O)=O)C(NC2=CC(=C(C(=C2)F)F)F)=O benzyl 2-[(6S)-6-methyl-5-[(3,4,5-trifluorophenyl) carbamoyl]-6,7-dihydro-4H-pyrazolo[1,5-a]pyrazin-3-yl]-1,1-dioxo-1,2,5-thiadiazine-5-carboxylate